CC1(C=2C3=C(C4=CC=CC=5C(C=6C=C(C=C1C6N3C45)B(O)O)(C)C)C=CC2)C (7,7,11,11-tetramethyl-7,11-dihydrobenzo[8,1]indolizino[2,3,4,5,6-defg]acridin-9-yl)boronic acid